ClC1=CC2=C(N(C=N2)CC(F)F)C=C1 5-chloro-1-(2,2-difluoroethyl)-1H-1,3-benzodiazol